5-chloro-7-isopropyl-2-(methylsulfanyl)imidazo[4,3-f][1,2,4]triazine ClC=1N=C(N2N=C(N=CC21)SC)C(C)C